CN1N=CC(=C1)C=1C=CC(=NC1)NC([C@H](C1=CC=CC=C1)NCCC1=CC=C(C=C1)C)=O |r| (S)- and (R)-N-(5-(1-methyl-1H-pyrazol-4-yl)pyridin-2-yl)-2-((4-methyl-phenethyl)-amino)-2-phenylacetamide